N-allyl-N'-ethylurea C(C=C)NC(=O)NCC